NC1=C(C=C(C=N1)NC(C(=O)N1[C@H](CC[C@@H](C1)C)[C@H]1C[C@@H](CCC1)O)=O)C N-(6-amino-5-methyl-3-pyridyl)-2-[(2R,5S)-2-[(1R,3R)-3-hydroxycyclohexyl]-5-methyl-1-piperidyl]-2-oxo-acetamide